C(#N)C1(CC1)C=1C=C(C(=NC1)C(=O)OC)SCC methyl 5-(1-cyano-cyclopropyl)-3-ethylsulfanyl-pyridine-2-carboxylate